(2-{4-[4-chloro-2-(4-methyl-1,2,4-triazol-3-yl)phenyl]-6-cyclopropylpyridin-2-yl}-1,3-benzoxazol-5-yl)methanol ClC1=CC(=C(C=C1)C1=CC(=NC(=C1)C1CC1)C=1OC2=C(N1)C=C(C=C2)CO)C2=NN=CN2C